rubidium nitrate hydrate O.[N+](=O)([O-])[O-].[Rb+]